4-((3-(9-amino-3,4-dihydro-2H-[1,4]oxazepino[2,3,4-hi]indol-6-yl)prop-2-yn-1-yl)amino)benzenesulfonamide NC=1C=C2C=C(N3C2=C(C1)OCCC3)C#CCNC3=CC=C(C=C3)S(=O)(=O)N